C(C)(C)(C)OC(N[C@@H](CO)COC)=O (S)-(1-hydroxy-3-methoxypropan-2-yl)carbamic acid tert-butyl ester